FC(C(=O)O)(F)F.N1CC(C1)N1CCC(CC1)N1CCC2(CN(C2)C2=NC=CC(=N2)COC2=CC=C(C=C2)C(C)(C)C=2C=C(C(=C(C#N)C2)OCCCl)Cl)CC1 5-(2-(4-((2-(7-(1-(azetidin-3-yl)piperidin-4-yl)-2,7-diazaspiro[3.5]nonan-2-yl)pyrimidin-4-yl)methoxy)phenyl)propan-2-yl)-3-chloro-2-(2-chloroethoxy)benzonitrile trifluoroacetate